O=C1N(C(C2=CC=CC=C12)=O)C(C(=O)[O-])CC(C)=O 2-(1,3-dioxoisoindol-2-yl)-4-keto-valerate